CC(=O)C1=C(C=CC(=C1)O)O 2,5-Dihydroxyacetophenone